tert-butyl N-[(4-[2-[(3-amino-6-chloropyridazin-4-yl)oxy]ethyl]phenyl)methyl]carbamate NC=1N=NC(=CC1OCCC1=CC=C(C=C1)CNC(OC(C)(C)C)=O)Cl